eicosanyl 3-bromobutyrate BrC(CC(=O)OCCCCCCCCCCCCCCCCCCCC)C